[Li+].[Br-] bromide lithium